NC1=C(C=CC=C1)NC(C1=CC(=CC(=C1)[N+](=O)[O-])[N+](=O)[O-])=O N-(2-aminophenyl)-3,5-dinitro-benzamide